CC=1N=C2N(N=C(C=C2C)C2=CC3=C(N=C(S3)N3CCC(CC3)O)C(=C2)F)C1 1-[6-(2,8-Dimethylimidazo[1,2-b]pyridazin-6-yl)-4-fluoro-1,3-benzothiazol-2-yl]piperidin-4-ol